3-fluoromethylphenyl isocyanate FCC=1C=C(C=CC1)N=C=O